5-{6-[2-(4-Bromo-2-methyl-indol-1-yl)-ethylamino]-pyrimidin-4-yl}-3-ethoxy-thiophen BrC1=C2C=C(N(C2=CC=C1)CCNC1=CC(=NC=N1)C1=CC(=CS1)OCC)C